5-(3,5-difluorobenzyl)-3-((isoquinoline-1-carboxamido)methyl)-4,5-dihydroisoxazole FC=1C=C(CC2CC(=NO2)CNC(=O)C2=NC=CC3=CC=CC=C23)C=C(C1)F